1-methyl-(2-(thiazol-2-yl)-1H-indol-6-yl)pyrimidin-4-amine CN1C(N=C(C=C1)N)C1=CC=C2C=C(NC2=C1)C=1SC=CN1